BrC1=C(C=CC=C1C)NC=O N-(2-bromo-3-methylphenyl)carboxamide